BrCCNC(N(C1=CC(=CC=C1)C(F)(F)F)C=1SC=C(N1)C1=CC(=CC=C1)Cl)=O 3-(2-bromoethyl)-1-[4-(3-chlorophenyl)thiazol-2-yl]-1-[3-(trifluoromethyl)phenyl]Urea